COC1=C(C=CC=C1)P(CC(CP(C1=C(C=CC=C1)OC)C1=C(C=CC=C1)OC)(C)C)C1=C(C=CC=C1)OC {3-[bis(2-methoxyphenyl)phosphino]-2,2-dimethylpropyl}bis(2-methoxyphenyl)phosphine